C(C)(=O)C#CC1C(CC12CCC2)O 2-Acetylacetylenyl-spiro[3.3]heptan-2-ol